C(C)(=O)N1C[C@@H]2OCCN([C@@H]2C1)CC1=C([C@@H](N=C(N1)C=1SC=CN1)C1=C(C(=CC=C1)F)C)C(=O)OCC (S)-ethyl 6-(((cis)-6-acetylhexahydropyrrolo[3,4-b][1,4]oxazin-4(4aH)-yl)methyl)-4-(3-fluoro-2-methylphenyl)-2-(thiazol-2-yl)-1,4-dihydropyrimidine-5-carboxylate